2-(alpha,alpha-dimethyl-benzyl)benzoic acid CC(C1=CC=CC=C1)(C)C1=C(C(=O)O)C=CC=C1